5-[[4-[[3-(dimethylamino)-3-imino-propanoyl]amino]-3-fluoro-phenyl]sulfonylamino]thiazole-4-carboxylic acid CN(C(CC(=O)NC1=C(C=C(C=C1)S(=O)(=O)NC1=C(N=CS1)C(=O)O)F)=N)C